Cl.COC=1C(=C(C=CC1)[C@H]1NCC[C@H]1C(=O)O)C (2S,3R)-2-(3-Methoxy-2-methyl-phenyl)pyrrolidine-3-carboxylic acid hydrochloride